3-[(8-carbamoyl-6-{4-[(morpholin-4-yl)methyl]phenyl}pyrido[3,2-d]pyrimidin-4-yl)amino]-3-phenylpiperidine-1-carboxylic acid tert-butyl ester C(C)(C)(C)OC(=O)N1CC(CCC1)(C1=CC=CC=C1)NC=1C2=C(N=CN1)C(=CC(=N2)C2=CC=C(C=C2)CN2CCOCC2)C(N)=O